5-(2-Cyclopropoxy-5-(trifluoromethyl)phenyl)-N-((3R,5S)-5-(methoxymethyl)pyrrolidin-3-yl)-1,3,4-oxadiazole-2-carboxamide C1(CC1)OC1=C(C=C(C=C1)C(F)(F)F)C1=NN=C(O1)C(=O)N[C@H]1CN[C@@H](C1)COC